Flavane O1C(CCC2=CC=CC=C12)C1=CC=CC=C1